N-(1-(imidazo[4,5-d]pyrrolo[2,3-b]pyridine-1(6H)-yl)pyrrolidine-3-yl)acetamide N1(C=NC=2C1=C1C(=NC2)NC=C1)N1CC(CC1)NC(C)=O